2-(3-tert-butyl-5-hydroxyphenyl)benzotriazole C(C)(C)(C)C=1C=C(C=C(C1)O)N1N=C2C(=N1)C=CC=C2